4-[2,6-ditert-butyl-4-[2-(3,5-ditert-butyl-4-hydroxyphenyl)sulfanylpropan-2-ylsulfanyl]phenoxy]-4-oxobutanoic acid C(C)(C)(C)C1=C(OC(CCC(=O)O)=O)C(=CC(=C1)SC(C)(C)SC1=CC(=C(C(=C1)C(C)(C)C)O)C(C)(C)C)C(C)(C)C